C(C)(=O)C=1C(NC2=NC=C(C=C2C1)Cl)=O 3-acetyl-6-chloro-1,8-naphthyridin-2(1H)-one